2-chloro-5,6-difluoro-1H-benzo[d]imidazole ClC1=NC2=C(N1)C=C(C(=C2)F)F